ClC1=C(N=CC(=N1)C1=CC=C(C=C1)NC(C(C)(C)C=1N=C(SC1)NS(=O)(=O)C1CC1)=O)C N-(4-(6-chloro-5-methylpyrazin-2-yl)phenyl)-2-(2-(cyclopropanesulfonamido)thiazol-4-yl)-2-methylpropanamide